tert-butyl (2R,3S)-3-((7-chloro-8-fluoro-2-(((2R,7aS)-2-fluorotetrahydro-1H-pyrrolizin-7a(5H)-yl)methoxy)pyrido[4,3-d]pyrimidin-4-yl)(methyl)amino)-2-methylpyrrolidine-1-carboxylate ClC1=C(C=2N=C(N=C(C2C=N1)N([C@@H]1[C@H](N(CC1)C(=O)OC(C)(C)C)C)C)OC[C@]12CCCN2C[C@@H](C1)F)F